C[C@H]1NC[C@@H](N(C1)C=1C=2C(N(C(C1)=O)C)=CN(N2)C2OCCCC2)CC#N 2-((2S,5R)-5-methyl-1-(4-methyl-5-oxo-2-(tetrahydro-2H-pyran-2-yl)-4,5-dihydro-2H-pyrazolo[4,3-b]pyridin-7-yl)piperazin-2-yl)acetonitrile